ClC1=NC=C2N(C(N(C2=N1)C1(CCC(CC1)O)C)=O)C 2-chloro-9-((1s,4s)-4-hydroxy-1-methylcyclohexyl)-7-methyl-7,9-dihydro-8H-purin-8-one